(1R)-N-[2-(Benzyloxy)Ethyl]-1-(4-Cyclopropyl-3,5-Dimethoxy-2-Methylphenyl)Ethan-1-Amine C(C1=CC=CC=C1)OCCN[C@H](C)C1=C(C(=C(C(=C1)OC)C1CC1)OC)C